NCCOCCOCCN(CCOCCOCCN=[N+]=[N-])CCOCCOCCN=[N+]=[N-] 2-(2-(2-Aminoethoxy)ethoxy)-N,N-bis(2-(2-(2-azidoethoxy)ethoxy)ethyl)ethan-1-amine